C(CC)C1=CC(NC(N1[C@H]1[C@H](O)[C@H](O)[C@@H](CO)O1)=S)=O 6-(n-Propyl)-2-thiouridin